C1(CCCC1)CC(=O)N(C)C1=C(C(=C(C=C1)Cl)COC1=C2C=CN=CC2=CC=C1)Cl 2-cyclopentyl-N-[2,4-dichloro-3-(isoquinolin-5-yloxymethyl)phenyl]N-methyl-acetamide